5-Methyl-N-(3-(((7-(pyridin-4-yl)-2,3-dihydrofuro[3,2-c]pyridin-4-yl)amino)methyl)phenyl)-4,5,6,7-tetrahydrothiazolo[4,5-c]pyridin-2-carboxamid CN1CC2=C(CC1)SC(=N2)C(=O)NC2=CC(=CC=C2)CNC2=NC=C(C1=C2CCO1)C1=CC=NC=C1